tert-butyl (2R)-2-{2-[(4S)-2,2-dimethyloxan-4-yl]phenyl}pyrrolidine-1-carboxylate CC1(OCC[C@@H](C1)C1=C(C=CC=C1)[C@@H]1N(CCC1)C(=O)OC(C)(C)C)C